benzyl 6-((R)-2-(4-chlorophenyl)-2,3-dihydrobenzo[b][1,4]dioxin-5-yl)-3-azabicyclo[4.1.0]heptane-3-carboxylate ClC1=CC=C(C=C1)[C@@H]1COC2=C(O1)C=CC=C2C21CCN(CC1C2)C(=O)OCC2=CC=CC=C2